C[C@]12[C@H]3CC[C@@]4([C@H](CC[C@H]4[C@@H]3CC=C2C[C@H](CC1)O)[C@@H](COC1=NC=CC=C1)C)C (3S,8S,9S,10R,13S,14S,17R)-10,13-dimethyl-17-((S)-1-(pyridin-2-yloxy)propan-2-yl)-2,3,4,7,8,9,10,11,12,13,14,15,16,17-tetradecahydro-1H-cyclopenta[a]phenanthren-3-ol